SC=1C=C(C=CC1)S(=O)(=O)N1[C@@H](CCC1)CO (S)-(1-((3-Mercaptophenyl)sulfonyl)pyrrolidin-2-yl)methanol